1-(2-methoxyphenyl)-6-oxo-pyridazine-3-carboxylic acid methyl ester COC(=O)C1=NN(C(C=C1)=O)C1=C(C=CC=C1)OC